(3,5-di-tert-butyl-salicylic acid) aluminum salt monohydrate O.[Al+3].C(C)(C)(C)C1=C(C(C(=O)[O-])=CC(=C1)C(C)(C)C)O.C(C)(C)(C)C1=C(C(C(=O)[O-])=CC(=C1)C(C)(C)C)O.C(C)(C)(C)C1=C(C(C(=O)[O-])=CC(=C1)C(C)(C)C)O